BrC1=CC(=C2C(N(C(C2=C1)=O)[C@H](CS(=O)(=O)C)C1=CC(=C(C=C1)OC)OCC)=O)NC(C)=O (S)-N-(6-bromo-2-(1-(3-ethoxy-4-methoxyphenyl)-2-(methyl-sulfonyl)ethyl)-1,3-dioxoisoindolin-4-yl)acetamide